((1r,2s)-2-hydroxy-1,2-diphenylethyl)-4-methylbenzenesulfonamide O[C@@H]([C@H](C1=CC=CC=C1)C1=C(C=CC(=C1)C)S(=O)(=O)N)C1=CC=CC=C1